C(C)(C)C=1C(=NNC1C=1C=C(C=2N(C1)N=CN2)C)C2=CN=C(S2)C2CCN(CC2)CCS(=O)(=O)C 5-(4-isopropyl-5-(8-methyl-[1,2,4]triazolo[1,5-a]pyridin-6-yl)-1H-pyrazol-3-yl)-2-(1-(2-(methylsulfonyl)ethyl)piperidin-4-yl)thiazole